BrCOCO (bromomethoxy)methanol